N-(3-pentoxypropyl)-3-morpholinopropan-1-amine C(CCCC)OCCCNCCCN1CCOCC1